BrC1=CC(=CC=2C(OCC21)=O)F 4-bromo-6-fluoro-3H-2-benzofuran-1-one